COC1=C(C(=C(C=C1)[N+](=O)[O-])OC)C 1,3-dimethoxy-2-methyl-4-nitrobenzene